COC(=O)[C@@H]1N(CCC1)S(=O)(=O)C1=CC=C(C=C1)C=1C=NC(=CC1)NC([C@@H](C)N)=O (2R)-1-(4-{6-[(2R)-2-aminopropionylamino]pyridin-3-yl}benzenesulfonyl)pyrrolidine-2-carboxylic acid methyl ester